((1R,5S,6s)-6-((4-(2-aminopropan-2-yl)-6-(4-fluorophenyl)pyridin-2-yl)oxy)-3-azabicyclo[3.1.0]hexan-3-yl)(2-cyclopropyl-8-ethoxyimidazo[1,2-a]pyridin-6-yl)methanone NC(C)(C)C1=CC(=NC(=C1)C1=CC=C(C=C1)F)OC1[C@@H]2CN(C[C@H]12)C(=O)C=1C=C(C=2N(C1)C=C(N2)C2CC2)OCC